ClC=1C(=C(C=CC1OC1(CC1)C)NC=1C2=C(N=CN1)C=CC(=N2)O[C@@H]2CN(CC2)C(=O)OC(C)(C)C)F tert-Butyl (S)-3-((4-((3-chloro-2-fluoro-4-(1-methylcyclopropoxy)phenyl)amino)pyrido[3,2-d]pyrimidin-6-yl)oxy)pyrrolidine-1-carboxylate